3-[bis(tert-butoxycarbonyl)amino]-6-[(1R)-1-methylbut-3-enoxy]-5-(trifluoromethyl)pyridine-2-carboxylic acid C(C)(C)(C)OC(=O)N(C=1C(=NC(=C(C1)C(F)(F)F)O[C@@H](CC=C)C)C(=O)O)C(=O)OC(C)(C)C